4-tert-butylphenylsulphonamide C(C)(C)(C)C1=CC=C(C=C1)S(=O)(=O)N